2-((2-((tert-butoxycarbonyl)amino)pyrazolo[1,5-a]pyrimidine-3-carboxamido)methyl)-5-methylbenzofuran-7-carboxylic acid C(C)(C)(C)OC(=O)NC1=NN2C(N=CC=C2)=C1C(=O)NCC=1OC2=C(C1)C=C(C=C2C(=O)O)C